The molecule is a fatty amide resulting from the formal condensation of palmitic acid with the primary amino group of 2-amino-3-(morpholin-4-yl)-1-phenylpropan-1-ol. It is a fatty amide, a secondary alcohol, a tertiary amino compound, a member of morpholines and a member of benzyl alcohols. CCCCCCCCCCCCCCCC(=O)NC(CN1CCOCC1)C(C2=CC=CC=C2)O